2-(cyclopropylsulfonyl)-8-(6,7-dimethoxyquinazolin-4-yl)-2,8-diazaspiro[4.5]decane C1(CC1)S(=O)(=O)N1CC2(CC1)CCN(CC2)C2=NC=NC1=CC(=C(C=C21)OC)OC